(R)-2-chloro-8-methyl-N-(spiro[2.5]oct-6-yl)-8-(trifluoromethyl)-7,8-dihydro-6H-pyrazolo[1,5-a]pyrrolo[2,3-e]pyrimidine-6-carboxamide ClC1=NN2C(N=CC3=C2[C@@](CN3C(=O)NC3CCC2(CC2)CC3)(C(F)(F)F)C)=C1